N-(5-((6-((R)-3-(3-chloro-5-fluorophenyl)isoxazolidine-2-yl)pyrimidine-4-yl)amino)-4-methoxy-2-(4-(oxetane-3-yl)piperazine-1-yl)phenyl)acrylamide ClC=1C=C(C=C(C1)F)[C@@H]1N(OCC1)C1=CC(=NC=N1)NC=1C(=CC(=C(C1)NC(C=C)=O)N1CCN(CC1)C1COC1)OC